ClC1=CC=C(OC2=NC3=C(N=C(C(=C3C=C2)O)C(=O)NCC(=O)O)Cl)C=C1 2-(2-(4-chlorophenoxy)-5-hydroxy-8-chloro-1,7-naphthyridine-6-carboxamido)acetic acid